C(C(=C)C)(=O)OC1=CC(=NC2=CC=C(C=C12)OC)C1=CC=C(C=C1)NC(C)=O (2-(4-acetamidophenyl)-6-methoxyquinolin-4-yl) methacrylate